N-(1,1-diphenyl-but-3-en-1-yl)-4-methoxybenzamide C1(=CC=CC=C1)C(CC=C)(C1=CC=CC=C1)NC(C1=CC=C(C=C1)OC)=O